ClC1=C(C=C(C=C1)N1CC2(C=3C1=NC=C(N3)C(=O)N3C(CN(CC3)C3=NC(=C(C(=O)O)C(=C3)C)C)(C)C)CCCC2)F 6-(4-(5'-(4-chloro-3-fluorophenyl)-5',6'-dihydrospiro[cyclopentane-1,7'-pyrrolo[2,3-b]pyrazine]-2'-carbonyl)-3,3-dimethylpiperazin-1-yl)-2,4-dimethylnicotinic acid